C(#N)C1=CC=C(C=C1)C1(CCC1)NC([C@@H](C(C)C)O)=O (2R)-N-[1-(4-cyanophenyl)cyclobutyl]-2-hydroxy-3-methyl-butanamide